(S)-1-(4-methyl-2-phenethyl-oxazol-5-yl)pyrrolidine-2-carbonitrile CC=1N=C(OC1N1[C@@H](CCC1)C#N)CCC1=CC=CC=C1